(+/-)-1-Boc-2-methyl-4-piperidinone C(=O)(OC(C)(C)C)N1[C@@H](CC(CC1)=O)C |r|